(R)-2-allyl-6-((1-methyl-1H-pyrazol-3-yl)amino)-1-(6-(quinuclidin-3-yloxy)pyridin-2-yl)-1,2-dihydro-3H-pyrazolo[3,4-d]pyrimidin-3-one C(C=C)N1N(C2=NC(=NC=C2C1=O)NC1=NN(C=C1)C)C1=NC(=CC=C1)O[C@H]1CN2CCC1CC2